ClC1=CC=C2C(OC(C2=C1)=O)CCC(C)=O 6-chloro-3-(3-oxobutyl)isobenzofuran-1(3H)-one